4-(4-bromophenyl)-6-((triisopropylsilyl)oxy)-3a,4,7,7a-tetrahydroisobenzofuran-1,3-dione BrC1=CC=C(C=C1)C1C2C(OC(C2CC(=C1)O[Si](C(C)C)(C(C)C)C(C)C)=O)=O